Nα-methylasparagine CN[C@@H](CC(N)=O)C(=O)O